C(OC)(OC)=O di(methyl) carbonate